N[C@H]1CN(CCC1)C(=O)C1=NN(C(=C1)C1=CC=C(C#N)C=C1)C1=C(C=C(C=C1)C(C)(C)C)F (R)-4-(3-(3-aminopiperidine-1-carbonyl)-1-(4-(tert-butyl)-2-fluorophenyl)-1H-pyrazole-5-yl)benzonitrile